7,8-dimethoxy-3-(3-methylamino-propyl)-1,3,4,5-tetrahydro-benzazepin-2-one COC=1C(=CC2=C(CCC(C(N2)=O)CCCNC)C1)OC